3,5-dimethoxy-4-pentylbenzaldehyde COC=1C=C(C=O)C=C(C1CCCCC)OC